FC=1C(=CC(=C(C(=O)NC2=C(C=CC=C2)C)C1)O[C@H](C(F)(F)F)C)C1=NN(C(=N1)CO)C (S)-5-Fluoro-4-(5-(hydroxymethyl)-1-methyl-1H-1,2,4-triazol-3-yl)-N-(o-tolyl)-2-((1,1,1-trifluoropropan-2-yl)oxy)benzamide